F[C@@H]1CN(CC1)C(=O)C1=CC=C(C=C1)[N+](=O)[O-] (S)-(3-Fluoropyrrolidin-1-yl)(4-nitrophenyl)methanone